C(CCC)OC(C=C)=O.C=C ethylene butyl-acrylate